tert-butyl 2-[(6-chloropyrazolo[3,4-d]pyrimidin-1-yl)methyl]-3-methyl-pyrrolidine-1-carboxylate ClC1=NC=C2C(=N1)N(N=C2)CC2N(CCC2C)C(=O)OC(C)(C)C